(S)-5-oxopyrrolidine-2-carboxylic acid methyl ester COC(=O)[C@H]1NC(CC1)=O